hexyl ((Z)-amino(5-(((1S,3S,5S)-5-methyl-2-((4-phenoxybenzoyl)glycyl)-2-azabicyclo[3.1.0]hexane-3-carboxamido)methyl)thiophen-3-yl)methylene)carbamate N\C(\C1=CSC(=C1)CNC(=O)[C@H]1N([C@H]2C[C@]2(C1)C)C(CNC(C1=CC=C(C=C1)OC1=CC=CC=C1)=O)=O)=N/C(OCCCCCC)=O